CN(C=1C=CC=2N(C3=CC=C(C=C3OC2C1)N(C)C)C(=O)C1CCCC1)C (3,7-bis(dimethylamino)-10H-phenoxazin-10-yl)(cyclopentyl)methanone